N[C@H]1CN(C[C@@H](C1)F)C(=O)C1=CC2=C(N(C(=N2)C=2N(C3=CC(=CC=C3C2)N2CCC3(CN(C(O3)=O)C)CC2)CC2CC2)C)C(=C1)OC 8-(2-{5-[(3R,5R)-3-amino-5-fluoropiperidine-1-carbonyl]-7-methoxy-1-methyl-1H-1,3-benzodiazol-2-yl}-1-(cyclopropylmethyl)-1H-indol-6-yl)-3-methyl-1-oxa-3,8-diazaspiro[4.5]decan-2-one